3-(azetidin-3-yl)-N-[(5-chlorothiophen-2-yl)methyl]-1-(thiophene-3-carbonyl)-1H-pyrazol-5-amine N1CC(C1)C1=NN(C(=C1)NCC=1SC(=CC1)Cl)C(=O)C1=CSC=C1